2-(4-fluorophenyl)ethane-1-sulfonamide FC1=CC=C(C=C1)CCS(=O)(=O)N